(4-(5-aminoisoxazol-3-yl)piperidin-1-yl)(1H-indol-6-yl)methanone NC1=CC(=NO1)C1CCN(CC1)C(=O)C1=CC=C2C=CNC2=C1